3-isopropyl-N8-(5-methoxypyridazin-3-yl)-N6-(pentan-3-yl)-[1,2,4]triazolo[4,3-b]pyridazine-6,8-diamine C(C)(C)C1=NN=C2N1N=C(C=C2NC=2N=NC=C(C2)OC)NC(CC)CC